Triisopropyl((1-phenyl-2-(trifluoromethoxy)vinyl)oxy)silane C(C)(C)[Si](OC(=COC(F)(F)F)C1=CC=CC=C1)(C(C)C)C(C)C